COC=1C=C2CN(CC2=CC1OC)C=1C(=C(C2=C(C(C(O2)(C)C)C2=CC=C(C=C2)C(C)C)C1C)C)C 5,6-dimethoxy-2-[3-(4-isopropylphenyl)-2,2,4,6,7-pentamethyl-2,3-dihydro-1-benzofuran-5-yl]Isoindoline